C(CCCCCCCCCCCCCCCCC)OC(CCC1=CC(=C(C(=C1)C(C)(C)C)O)C(C)(C)C)=O n-octadecyl-3-(3',5'-di-t-Butyl-4'-hydroxyphenyl)propionate